4'-((1R*,5S*,9R*)-3-(2-phenylacetyl)-4-oxa-1,3-diazabicyclo[3.3.1]non-6-en-9-yl)-[1,1'-biphenyl]-4-carbonitrile C1(=CC=CC=C1)CC(=O)N1CN2CC=C[C@H](O1)[C@H]2C2=CC=C(C=C2)C2=CC=C(C=C2)C#N |o1:15,17|